[(1R)-1-(2-chloro-3-pyridyl)ethyl] N-[5-[5-[(1-cyanocyclopropanecarbonyl)amino]pyrimidin-2-yl]-3-methyl-triazol-4-yl]carbamate C(#N)C1(CC1)C(=O)NC=1C=NC(=NC1)C1=C(N(N=N1)C)NC(O[C@H](C)C=1C(=NC=CC1)Cl)=O